NC1=NNC=2C1=NC(=CC2)C2=C(C=C(C=C2)S(=O)(=O)NC2CCC(CC2)(C(F)(F)F)O)C 4-(3-amino-1H-pyrazolo[4,3-b]pyridin-5-yl)-N-(4-hydroxy-4-(trifluoromethyl)cyclohexyl)-3-methylbenzenesulfonamide